N-(1-(3-bromopyridin-2-yl)ethyl)formamide BrC=1C(=NC=CC1)C(C)NC=O